methyl 1-(2-amino-5-bromobenzyl)-4-(4-fluorophenyl)-1H-pyrrole-2-carboxylate NC1=C(CN2C(=CC(=C2)C2=CC=C(C=C2)F)C(=O)OC)C=C(C=C1)Br